ClC1=CC=C(N=N1)N1C[C@H](CC1)N(C(OC(C)(C)C)=O)C1CC1 tert-butyl (S)-(1-(6-chloropyridazin-3-yl)pyrrolidin-3-yl)(cyclopropyl)carbamate